(R,6R)-6-((tert-butyldimethylsilyl)oxy)-N-((1,2,3,5,6,7-hexahydro-s-indacen-4-yl)carbamoyl)-N'-trityl-6,7-dihydro-5H-pyrazolo[5,1-b][1,3]oxazine-3-sulfonimidamide [Si](C)(C)(C(C)(C)C)O[C@@H]1CN2C(OC1)=C(C=N2)[S@](=O)(NC(NC2=C1CCCC1=CC=1CCCC21)=O)=NC(C2=CC=CC=C2)(C2=CC=CC=C2)C2=CC=CC=C2